BrCC(=O)N(C1=CC=C(C=C1)Br)CC1(CC1)NC(OC(C)(C)C)=O tert-butyl (1-((2-bromo-N-(4-bromophenyl)acetamido)-methyl)cyclopropyl)carbamate